(E)-3-(4-((3-(2-ethylbenzoyl)-7-hydroxyquinolin-4-yl)oxy)-3-methylphenyl)acrylic acid C(C)C1=C(C(=O)C=2C=NC3=CC(=CC=C3C2OC2=C(C=C(C=C2)/C=C/C(=O)O)C)O)C=CC=C1